1H-benzo[d]imidazol-2-amine sulfate S(=O)(=O)(O)O.N1C(=NC2=C1C=CC=C2)N